C(C1=CC=CC=C1)N1CC(N[C@H](C(C1)O)CC(C)C)=O (7s)-4-benzyl-6-hydroxy-7-isobutyl-1,4-diazepan-2-one